4-(4-(3-(1-methyl-1H-indazol-6-yl)-1,4-dihydro-thieno[2',3':4,5]cyclopenta[1,2-c]pyrazol-6-yl)phenethyl)morpholine CN1N=CC2=CC=C(C=C12)C=1C2=C(NN1)C1=C(C2)SC(=C1)C1=CC=C(CCN2CCOCC2)C=C1